C(C)N(C1=CC=C(C=C1)C)CCO N-ethyl-N-hydroxyethyl-p-toluidine